N2,2-dimethyl-1,2-propanedi-amine CNC(CN)(C)C